2-(2-methylpiperidin-4-yl)ethan-1-ol CC1NCCC(C1)CCO